1-[6-[4-[(5-Fluoro-6-phenoxy-3-pyridyl)amino]pyrido[3,2-d]pyrimidin-6-yl]-1,6-diazaspiro[3.3]heptan-1-yl]prop-2-en-1-one FC=1C=C(C=NC1OC1=CC=CC=C1)NC=1C2=C(N=CN1)C=CC(=N2)N2CC1(CCN1C(C=C)=O)C2